ClC=1C=C2C(=NNC2=CC1OCCOC)C1=CC(=NO1)C1=CC=C(C=C1)C(=O)N1[C@H](COCC1)CO (4-{5-[5-Chloro-6-(2-methoxy-ethoxy)-1H-indazol-3-yl]-isoxazol-3-yl}-phenyl)-((S)-3-hydroxymethyl-morpholin-4-yl)-methanone